C[C@@H]1N(C[C@@H](C1)OC=1N=CC=2N(C1)N=C(C2)[Si](CC)(CC)CC)C(=O)OC(C)(C)C tert-butyl (2S,4R)-2-methyl-4-(2-triethylsilylpyrazolo[1,5-a]pyrazin-6-yl)oxy-pyrrolidine-1-carboxylate